(4-(4-(benzo[d]thiazol-5-ylamino)quinolin-7-yl)phenyl)(piperazin-1-yl)methanone S1C=NC2=C1C=CC(=C2)NC2=CC=NC1=CC(=CC=C21)C2=CC=C(C=C2)C(=O)N2CCNCC2